ClC1=C(C=C(C=C1)N1C[C@](CC1)(C(=O)Cl)C)F (S)-1-(4-Chloro-3-fluorophenyl)-3-methylpyrrolidine-3-carbonyl chloride